C1(=CC=CC=C1)N(C(O)=O)C=1C=NC(=CC1)C(C)(C)C.C[C@@H]1O[C@@H](CN(C1)C=1C=CC(=NC1)C=1C=NC(=CC1NC1=NC(=CC(=C1)OC[C@@H](C)O)S(=O)(=O)C)NC(C)=O)C N-(5-((cis)-2,6-dimethylmorpholino)-4'-((4-((R)-2-hydroxypropoxy)-6-(methylsulfonyl)pyridin-2-yl)amino)-[2,3'-bipyridin]-6'-yl)acetamide phenyl-(6-(tert-butyl)pyridin-3-yl)carbamate